(5s,6r)-2,5,6-trimethylcyclohex-2-en-1-one CC=1C([C@@H]([C@H](CC1)C)C)=O